(S)-5-methyl-5,6-dihydrobenzo[f]tetrazolo[1,5-d][1,4]oxazepin-8-amine C[C@H]1COC2=C(C=3N1N=NN3)C=CC=C2N